5-((1-(1-(difluoromethyl)-1H-benzo[d]imidazol-2-yl)piperidin-4-yl)oxy)-1-(3-fluorophenyl)-3-methyl-1H-indazole FC(N1C(=NC2=C1C=CC=C2)N2CCC(CC2)OC=2C=C1C(=NN(C1=CC2)C2=CC(=CC=C2)F)C)F